N-(8-cyano-6-fluoro-7-(1-methyl-1H-pyrazol-5-yl)spiro[chroman-2,1'-cyclopropan]-4-yl)-2-Methylpropane-2-sulfonamide C(#N)C=1C(=C(C=C2C(CC3(CC3)OC12)NS(=O)(=O)C(C)(C)C)F)C1=CC=NN1C